C1=C(C=CC2=CC=CC=C12)C=1C2=CC=CC=C2C(=C2C=CC(=CC12)C1=CC=C(C=C1)C1=NC2=C(N1C1=CC=CC=C1)C=CC=C2)C2=CC1=CC=CC=C1C=C2 2-(4-(9,10-Di(naphthalen-2-yl)anthracen-2-yl)phenyl)-1-phenyl-1H-benzo[d]imidazole